tert-butyl 3,8-diazabicyclo[3.2.1]oct-6-ene-3,8-dicarboxylate C12CN(CC(C=C1)N2C(=O)[O-])C(=O)OC(C)(C)C